[Si](C)(C)(C(C)(C)C)OCCCCCCCCCCCC 1-tert-butyldimethylsilyloxy-dodecane